N1C=CN=CC(C1)=O [1,4]diazepin-6(7H)-one